ClC=1C(=NC(=NC1)F)NC1=CC=C2C=CN(C2=C1)CCC(C)(O)C 4-(6-((5-chloro-2-fluoropyrimidin-4-yl)amino)-1H-indol-1-yl)-2-methylbutan-2-ol